C1(CCCC1)NC=1SC(=C(N1)C)C1=NC(=NC=C1)NC1=NC=C(C=C1)N1CCNCC1 N-Cyclopentyl-4-methyl-5-(2-((5-(piperazin-1-yl)pyridin-2-yl)amino)pyrimidin-4-yl)thiazol-2-amine